1-propyl-3-((1r,4r)-4-(methyl(7H-pyrrolo[2,3-d]pyrimidin-4-yl)amino)cyclohexyl)urea C(CC)NC(=O)NC1CCC(CC1)N(C=1C2=C(N=CN1)NC=C2)C